FC1=CC=C(C=C1)[C@H](C)NC1=NC(=CC(=N1)N[C@@H](C)C(C)C)NC1=NC=CN=C1 (S)-2-{2-[(S)-1-(4-fluorophenyl)ethylamino]-6-(pyrazin-2-ylamino)pyrimidin-4-ylamino}-3-methylbutane